C1NCC12CC(C2)NC2=NC=1C(=NC=C(N1)SC=1C(=NC=CC1)C(F)(F)F)N2 N-(2-azaspiro[3.3]heptan-6-yl)-5-((2-(trifluoromethyl)pyridin-3-yl)thio)-1H-imidazo[4,5-b]pyrazin-2-amine